C(C)(C)(C)OC(=O)N1C[C@H](OCC1)CN1CCC(CC1)NC=1C=2N(C=C(C1)C(F)(F)F)C(=CN2)C(C)C (2R)-2-[[4-[[3-isopropyl-6-(trifluoromethyl)imidazo[1,2-a]pyridin-8-yl]amino]-1-piperidinyl]methyl]morpholine-4-carboxylic acid tert-butyl ester